C(#N)C1=C(C=C(C=C1)C1=CN(C2=NC=CC(=C21)OC2=C(C=C(C=C2F)NC(=O)NCC2(COC2)C)F)COCC[Si](C)(C)C)OC(C)C N-{4-[(3-{4-cyano-3-[(propan-2-yl)oxy]phenyl}-1-{[2-(trimethylsilyl)ethoxy]methyl}-1H-pyrrolo[2,3-b]pyridin-4-yl)oxy]-3,5-difluorophenyl}-N'-[(3-methyloxetan-3-yl)methyl]urea